methyl 1-[(3,3-difluorocyclopentyl)methyl]-4-methoxy-3-(trifluoromethyl)-1H-pyrazole-5-carboxylate FC1(CC(CC1)CN1N=C(C(=C1C(=O)OC)OC)C(F)(F)F)F